C(C)S(=O)(=O)C1=NN2C(N=C(C=C2)C2=CC=CC=C2)=C1C1=NC2=C(C=NC(=C2)C(F)(F)F)N1C 2-(2-(ethylsulfonyl)-5-phenylpyrazolo[1,5-a]pyrimidin-3-yl)-3-methyl-6-(trifluoromethyl)-3H-imidazo[4,5-c]pyridine